[Na+].C(CC)(=O)[O-] propanoic Acid Sodium Salt